C(#N)C1=NC2=CC(=CC(=C2N=C1N1CCOCC1)[C@@H](C)NC=1C(=NC=CC1)C(=O)O)C (R)-3-((1-(2-cyano-7-methyl-3-morpholinoquinoxalin-5-yl)ethyl)amino)picolinic acid